[N-](S(=O)(=O)C(F)(F)F)S(=O)(=O)C(F)(F)F.S(=O)(=O)(O)CCCCN1C=[N+](C=C1)C 1-(4-Sulfobutyl)-3-methylimidazolium bis(trifluoromethanesulfonyl)imide